N1N=CC(=C1)C=1C=C(C(=O)NC=2N(C=C(N2)CCC(=O)N2C[C@H](CC2)C(=O)O)C2=CC=CC=C2)C=CC1 (S)-1-(3-(2-(3-(1H-pyrazol-4-yl)benzoylamino)-1-phenyl-1H-imidazol-4-yl)propanoyl)pyrrolidine-3-carboxylic acid